1-Chloro-5-iodo-4-methyl-2-nitrobenzene ClC1=C(C=C(C(=C1)I)C)[N+](=O)[O-]